(S)-(4-(1-(methoxy-d3)ethyl)phenyl)methanesulfonamide C(O[C@@H](C)C1=CC=C(C=C1)CS(=O)(=O)N)([2H])([2H])[2H]